C1(CC1)S(=O)(=O)N1N=CC(=C1)C1=NC=CC(=N1)NC1=NC=C(C(=C1)N1CCC(CC1)CCN(C)C)C#CC1[C@@H](OCC1)C(F)(F)F (1-(cyclopropylsulfonyl)-1H-pyrazol-4-yl)-N-(4-(4-(2-(dimethylamino)ethyl)piperidin-1-yl)-5-(((2R)-2-(trifluoromethyl)tetrahydrofuran-3-yl)ethynyl)pyridin-2-yl)pyrimidin-4-amine